(3R,4R)-N,4-dimethyl-1-benzyl-3-piperidinamine oxalate monohydrate O.C(C(=O)O)(=O)O.CN[C@H]1CN(CC[C@H]1C)CC1=CC=CC=C1